C(C)NC=1C2=C(N=C(N1)CO)N(C(C2(C)C)=O)C2=CC=C(C=C2)N2CCOCC2 4-(ethylamino)-2-(hydroxymethyl)-5,5-dimethyl-7-(4-morpholinophenyl)-5,7-dihydro-6H-pyrrolo[2,3-d]pyrimidin-6-one